tert-butyl (3-hydroxybenzyl)(pyridin-2-ylmethyl)carbamate OC=1C=C(CN(C(OC(C)(C)C)=O)CC2=NC=CC=C2)C=CC1